C(CC)C1(C(C(C(C(=C1F)F)(OC(F)F)C1=CC=CC=C1)(F)C1=CC=CC=C1)F)F p-propyl-2,6-difluoro-diphenyl-difluoromethoxy-3,4,5-trifluoro-benzene